myristonitrile C(CCCCCCCCCCCCC)#N